CS(=O)(=O)OC1COCC2=CC(=CC=C12)C(F)(F)F 7-(trifluoromethyl)isochroman-4-yl methanesulfonate